(E)-3-(p-tolyl)-N-(1H-pyrazol-3-yl)-N-(tetrahydrofuran-2-ylmethyl)prop-2-enamide C1(=CC=C(C=C1)/C=C/C(=O)N(CC1OCCC1)C1=NNC=C1)C